(S)-1'-(5-((5-chloro-2-fluoro-pyridin-4-yl)thio)pyrazin-2-yl)-5,7-dihydrospiro[cyclopenta[b]pyridine-6,4'-piperidin]-5-amine ClC=1C(=CC(=NC1)F)SC=1N=CC(=NC1)N1CCC2(CC1)[C@@H](C=1C(=NC=CC1)C2)N